2-ethyl-9-(2-phenoxyethoxy)anthracene C(C)C1=CC2=C(C3=CC=CC=C3C=C2C=C1)OCCOC1=CC=CC=C1